3-((1-oxo-6-(phenylsulfonyl)phthalazin-2(1H)-yl)methyl)-1H-pyrazole-4-carbonitrile O=C1N(N=CC2=CC(=CC=C12)S(=O)(=O)C1=CC=CC=C1)CC1=NNC=C1C#N